2-(fluoromethylsulfonylamino)-N-((5-phenyl-1H-pyrazol-3-yl)methyl)thiazole-4-carboxamide sodium [Na].FCS(=O)(=O)NC=1SC=C(N1)C(=O)NCC1=NNC(=C1)C1=CC=CC=C1